8-(2-Chloroacetyl)-6-methyl-4-((5-phenylfuran-2-yl)methyl)-1-thia-4,8-diazaspiro[4.5]decan-3-one ClCC(=O)N1CC(C2(N(C(CS2)=O)CC=2OC(=CC2)C2=CC=CC=C2)CC1)C